2-(3-bromo-1-(4-methoxybenzyl)-1H-1,2,4-triazol-5-yl)-3-iodoimidazo[1,2-a]pyrimidine BrC1=NN(C(=N1)C=1N=C2N(C=CC=N2)C1I)CC1=CC=C(C=C1)OC